O1C(OCC1)CCCCCN1C(C(=CC2=C1N=CN=C2Cl)C2(CCS(CC2)(=O)=O)C#N)=O 4-(8-(5-(1,3-dioxolan-2-yl)pentyl)-4-chloro-7-oxo-7,8-dihydropyrido[2,3-d]pyrimidin-6-yl)tetrahydro-2H-thiopyran-4-carbonitrile 1,1-dioxide